(2-oxo-4-(o-tolyl)-2H-chromen-7-yl)alanine O=C1OC2=CC(=CC=C2C(=C1)C1=C(C=CC=C1)C)N[C@@H](C)C(=O)O